C(C1=CC=CC=C1)(C1=CC=CC=C1)N1[C@H]2CN([C@@H](C1)C2)CC=2C=C1CN(C(C1=CC2F)=O)C2C(NC(CC2)=O)=O 3-(5-(((1R,4R)-5-benzhydryl-2,5-diazabicyclo[2.2.1]heptane-2-yl)methyl)-6-fluoro-1-oxoisoindolin-2-yl)piperidine-2,6-dione